2-bromo-2-phenylacetaldehyde BrC(C=O)C1=CC=CC=C1